3-methyl-thiobenzoic acid CC=1C=C(C(=S)O)C=CC1